perfluorotriphenylethylamine FN(C(C(C1=C(C(=C(C(=C1F)F)F)F)F)(C1=C(C(=C(C(=C1F)F)F)F)F)C1=C(C(=C(C(=C1F)F)F)F)F)(F)F)F